CN1C(=NC2=C1C=CC(=C2)C=O)C2=CC=1C=3N2C(CNC3C=CC1)C (1-methyl-2-(3-methyl-2,3-dihydro-1H-pyrrolo[1,2,3-de]quinoxalin-5-yl)-1H-benzo[d]imidazol-5-yl)methanone